tert-butyl (1-(4-chloro-5-fluoro-1H-indol-7-yl)-3-oxobutan-2-yl)carbamate ClC1=C2C=CNC2=C(C=C1F)CC(C(C)=O)NC(OC(C)(C)C)=O